CN(CC=CC(=O)N1CC(N(CC1)C1=CC=C(S1)CCC(=O)NCCCCCCCCCNC(C1=CC=CC=C1)=O)=O)C N-(9-(3-(5-(4-(4-(dimethylamino)but-2-enoyl)-2-oxopiperazin-1-yl)thiophen-2-yl)propanamido)nonyl)benzamide